tri(sec-butylamino)vinylsilane HCl Cl.C(C)(CC)NC(=C(NC(C)CC)NC(C)CC)[SiH3]